2,6-difluoro-4-(2-fluoro-2-methylpropyl)benzaldehyde FC1=C(C=O)C(=CC(=C1)CC(C)(C)F)F